ClC1=NC(=NC(=C1)OC1=C(C=CC=C1)C)C1=CC=CC=C1 4-chloro-2-phenyl-6-(o-tolyloxy)pyrimidine